O=C1NC=C(C2=CC=C(C=C12)N[C@@H](C)C(=O)N1CC(CCC1)C(=O)OCC)C1=C(C=CC=C1)C ethyl 1-((1-oxo-4-(o-tolyl)-1,2-dihydroisoquinolin-7-yl)alanyl)piperidine-3-carboxylate